S(=O)(=O)(C1=CC=C(C)C=C1)NC(OC)=O methyl tosylcarbamate